6-chloro-3-fluoropyridinecarboxylic acid methyl ester COC(=O)C1=NC(=CC=C1F)Cl